(R)-N-(3-(2-((1,5-dimethyl-1H-pyrazol-3-yl)amino)-5-methylpyrimidin-4-yl)-1H-indol-7-yl)-2-(3-(morpholine-4-carbonyl)pyrrolidin-1-yl)acetamide CN1N=C(C=C1C)NC1=NC=C(C(=N1)C1=CNC2=C(C=CC=C12)NC(CN1C[C@@H](CC1)C(=O)N1CCOCC1)=O)C